N-[(3R)-1-{5-(difluoromethyl)-5-[5-methyl-3-(2,4,6-trifluorophenyl)pyridin-2-yl]-4,5-dihydro-1,2-oxazol-3-yl}-4,4-difluoropyrrolidin-3-yl]methanesulfonamide FC(C1(CC(=NO1)N1C[C@H](C(C1)(F)F)NS(=O)(=O)C)C1=NC=C(C=C1C1=C(C=C(C=C1F)F)F)C)F